C1(CCCCC1)C[C@H](C(=O)N1CC(C(CC1)(O)CN1C=C(C(=CC1=O)C1=CC=CC=C1)C(=O)OCC)(C)C)C ethyl 1-((1-((R)-3-cyclohexyl-2-methylpropanoyl)-4-hydroxy-3,3-dimethylpiperidin-4-yl) methyl)-6-oxo-4-phenyl-1,6-dihydropyridine-3-carboxylate